2-methyl-4-pentenal CC(C=O)CC=C